C(C)(C)(C)OC(=O)N1C[C@H](CC=C1C=1C=CC2=C(OC3(CC3)C(N2)=O)C1)C (S)-3-methyl-6-(3-oxo-3,4-dihydrospiro[benzo[b][1,4]oxazin-2,1'-cyclopropane]-7-yl)-3,4-dihydropyridine-1(2H)-carboxylic acid tert-butyl ester